(R)-(4-((1-(3-amino-5-(furan-3-yl)phenyl)ethyl)amino)-6-methoxy-2-methylquinazolin-7-yl)(morpholino)methanone NC=1C=C(C=C(C1)C1=COC=C1)[C@@H](C)NC1=NC(=NC2=CC(=C(C=C12)OC)C(=O)N1CCOCC1)C